(2R)-N-[4-(3-anilino-5-methyl-4-oxo-4,5-dihydro-1H-pyrrolo[3,2-c]pyridin-2-yl)pyridin-2-yl]-2-(4-fluorophenyl)propanamide N(C1=CC=CC=C1)C1=C(NC2=C1C(N(C=C2)C)=O)C2=CC(=NC=C2)NC([C@H](C)C2=CC=C(C=C2)F)=O